iminosilver N=[Ag]